benzo[b]fluorenone C1=CC=C2C=C3C4=CC=CC(=O)C4=CC3=CC2=C1